Cl.ClC1=C(C=CC(=C1)Cl)CC(=N)N 2-(2,4-dichlorophenyl)acetamidine hydrochloride